NC1=C(C(=O)C2=C(C=CC=C2)F)C=C(C=C1)Br 2-amino-5-bromo-2'-fluorobenzophenone